4-(6-(2-(3-methylbenzylidene)hydrazinyl)-9-(4-methylpyridin-2-yl)-9H-purin-2-yl)morpholine CC=1C=C(C=NNC2=C3N=CN(C3=NC(=N2)N2CCOCC2)C2=NC=CC(=C2)C)C=CC1